di-tert-butyl (2S,4S)-4-((anthracene-9-carbonyl)oxy)pyrrolidine-1,2-dicarboxylate C1=CC=CC2=CC3=CC=CC=C3C(=C12)C(=O)O[C@H]1C[C@H](N(C1)C(=O)OC(C)(C)C)C(=O)OC(C)(C)C